2-(1H-pyrrol-1-yl)ethylamine thiocyanate [S-]C#N.N1(C=CC=C1)CCN